C(C)(C)(C)OC(=O)N1CCN(CC1)C=1C2=C(N=CN1)C(C[C@H]2C)O 4-((5R)-7-hydroxy-5-methyl-6,7-dihydro-5H-cyclopenta[d]pyrimidin-4-yl)piperazine-1-carboxylic acid tertButyl ester